C(C1=CC=CC=C1)SC1=C(N=C(S1)N1C(N(CCC1)C1=CC=C(C=C1)C1=C(C=CC(=C1)F)F)=O)C 1-(5-(benzylthio)-4-methylthiazol-2-yl)-3-(2',5'-difluoro-[1,1'-biphenyl]-4-yl)tetrahydropyrimidin-2(1H)-one